C(C)OC(=C)C=1C=CC(=NC1)N(C=1SC2=C(N1)C=CC=C2)COCC[Si](C)(C)C N-(5-(1-ethoxyvinyl)pyridin-2-yl)-N-((2-(trimethylsilyl)ethoxy)methyl)benzo[d]thiazol-2-amine